O1C=NC2(C1=O)C1CC3CC(CC2C3)C1 5'H-spiro[adamantan-2,4'-oxazol]-5'-one